(Racemic)-2-(5-Fluoropyridin-2-yl)-6-(methyl-d3)-3-(1H-pyrazolo[3,4-b]pyridin-4-yl)-4,5,6,7-tetrahydropyrazolo[1,5-a]pyridine-6-carbonitrile FC=1C=CC(=NC1)C1=NN2C(CC[C@](C2)(C#N)C([2H])([2H])[2H])=C1C1=C2C(=NC=C1)NN=C2 |r|